ClC1=CC=C2C(=N1)N(N=C2B(O)O)COCC[Si](C)(C)C 6-chloro-1-{[2-(trimethylsilyl)ethoxy]methyl}pyrazolo[3,4-b]pyridin-3-ylboronic acid